N1C(=NC2=C1C=CC=C2)CNC2=NC(=NN1C2=NC=C1C(F)(F)F)N1CCN(CC1)C N-(1H-benzimidazol-2-ylmethyl)-2-(4-methylpiperazin-1-yl)-7-(trifluoromethyl)imidazo[2,1-f][1,2,4]triazin-4-amine